4-(2-{5-cyano-2-oxo-1,2-dihydrospiro[indole-3,4'-piperidin]-1'-yl}ethoxy)-2-(difluoro-methyl)benzamide C(#N)C=1C=C2C(=CC1)NC(C21CCN(CC1)CCOC1=CC(=C(C(=O)N)C=C1)C(F)F)=O